C(C)(C)N1C(N(CC1)C1CNCCC1)=O 1-isopropyl-3-(piperidin-3-yl)imidazolin-2-one